N1(N=CC=C1)C1=NC=NC(=N1)N1N=CC=C1 4,6-bis(pyrazol-1-yl)-1,3,5-triazine